ClC1=CC=C(C(=N1)C(=O)O)N[C@H](C)C1=C2N=C(C(=NC2=CC(=C1)C)C#N)NC[C@@H]1C(C1)(F)F 6-chloro-3-(((R)-1-(2-cyano-3-((((R)-2,2-difluorocyclopropyl)methyl)amino)-7-methylquinoxalin-5-yl)ethyl)amino)picolinic acid